N,N-Dicyclopentyl-4-methyl-5-(2-((5-(piperazin-1-yl)pyridin-2-yl)amino)pyrimidin-4-yl)thiazol-2-amine C1(CCCC1)N(C=1SC(=C(N1)C)C1=NC(=NC=C1)NC1=NC=C(C=C1)N1CCNCC1)C1CCCC1